C1(CC1)N(C(=O)C=1C(=NN(C1F)C)C(F)F)CC1=C(C=CC(=C1)Cl)C(C)C N-cyclopropyl-3-(difluoromethyl)-5-fluoro-N-(5-chloro-2-isopropylbenzyl)-1-methyl-1H-pyrazole-4-carboxamide